3-iodo-1-[(5R)-5-(methoxymethyl)pyrrolidin-3-yl]pyrazolo[3,4-d]pyrimidin-4-amine hydrochloride Cl.IC1=NN(C2=NC=NC(=C21)N)C2CN[C@H](C2)COC